COC1=C(C=CC=C1)C1CCN(CC1)[C@H]1CC2(CN(C2)C2=NC(=NS2)C)CC1 (R)-5-(6-(4-(2-methoxyphenyl)piperidin-1-yl)-2-azaspiro[3.4]octan-2-yl)-3-methyl-1,2,4-thiadiazole